C(C)[C@]([C@](C(=O)[O-])(O)CC)(O)C(=O)[O-] diethyl-L-tartrate